N-cyclopropylisonicotinamide C1CC1NC(=O)C2=CC=NC=C2